tert-butyl 9-benzyl-1-methyl-1,3,4,9-tetrahydro-2H-pyrido[3,4-b]indole-2-carboxylate C(C1=CC=CC=C1)N1C2=C(C3=CC=CC=C13)CCN(C2C)C(=O)OC(C)(C)C